CC[C@H](CCC)OC1=NN2C(C(=N1)N)=NC=C2CC=2C=NC(=C(C2)C)N2CCNCC2 (R)-2-(hexan-3-yloxy)-7-((5-methyl-6-(piperazin-1-yl)pyridin-3-yl)methyl)imidazo[2,1-f][1,2,4]triazin-4-amine